1,1-bis(3-methyl-4-hydroxyphenyl)octane CC=1C=C(C=CC1O)C(CCCCCCC)C1=CC(=C(C=C1)O)C